CO\N=C\C=1N(C(C(N1)=CC1=CC(=C(C(=C1)F)O)F)=O)C (E)-4-(3,5-difluoro-4-hydroxybenzylidene)-1-methyl-5-oxo-4,5-dihydro-1H-imidazole-2-carbaldehyde O-methyl oxime